1-(4-((4-((2-fluoro-4-((2-(piperidin-1-yl)pyridin-4-yl)oxy)phenyl)amino)-7-methoxyquinazolin-6-yl)amino)piperidin-1-yl)prop-2-en-1-one FC1=C(C=CC(=C1)OC1=CC(=NC=C1)N1CCCCC1)NC1=NC=NC2=CC(=C(C=C12)NC1CCN(CC1)C(C=C)=O)OC